C1(=CC=CC=C1)C1=CC(=CC(=C1)SC1=C(N)C=CC=C1Cl)C1=CC=CC=C1 2-([1,1':3',1''-terphenyl]-5'-ylsulfanyl)-3-chloroaniline